N-[(4-methoxyphenoxy)carbonyl]-N-[[4-[2-(5-methyl-2-phenyl-4-oxazolyl)ethoxy]phenyl]methyl]glycine COC1=CC=C(OC(=O)N(CC(=O)O)CC2=CC=C(C=C2)OCCC=2N=C(OC2C)C2=CC=CC=C2)C=C1